ClC1=NC=CC(=N1)C1=CCCN1 5-(2-Chloropyrimidin-4-yl)-1,2-dihydropyrrole